4-(7-bromobenzo[b]thiophen-2-yl)-6-(4-fluorophenethyl)-2-isobutyl-5-(5-methyl-1,3,4-oxadiazol-2-yl)nicotinamide BrC1=CC=CC2=C1SC(=C2)C2=C(C(=NC(=C2C(=O)N)CC(C)C)CCC2=CC=C(C=C2)F)C=2OC(=NN2)C